CN(C1=CC(C1=O)=O)CC1=CC=C(C=C1)C1=NOC(=N1)C(F)(F)F 4-(methyl-(4-(5-(trifluoromethyl)-1,2,4-oxadiazol-3-yl)benzyl)amino)cyclobut-3-ene-1,2-dione